BrC1=NN(C(=N1)[C@H](C)O)C (S)-1-(3-bromo-1-methyl-1H-1,2,4-triazol-5-yl)ethan-1-ol